N-((1S,2S)-1-((S)-4-benzyl-4,5-dihydrooxazol-2-yl)-2-methylbutyl)-2,6-difluorobenzamide C(C1=CC=CC=C1)[C@@H]1N=C(OC1)[C@H]([C@H](CC)C)NC(C1=C(C=CC=C1F)F)=O